(+)-7-methyl-4-phenyl-3-toluenesulfonyl-chroman-2-one CC1=CC=C2C(C(C(OC2=C1)=O)S(=O)(=O)CC1=CC=CC=C1)C1=CC=CC=C1